methyl β-isohexadecylaminopropionate C(CCCCCCCCCCCCC(C)C)NCCC(=O)OC